2-methyl-butan-2-olat CC(C)(CC)[O-]